N(=[N+]=[N-])CC(CCN1C(C2=CC=CC=C2C1=O)=O)O 2-(4-azido-3-hydroxybutyl)isoindoline-1,3-dione